[1,1':2',1''-Terphenyl]-3-amine C1(=CC(=CC=C1)N)C=1C(=CC=CC1)C1=CC=CC=C1